4'-[(1-{[3-Fluoro-4-(propan-2-yl)phenyl]carbamoyl}-D-prolyl)amino]-3-methoxy[1,1'-biphenyl]-4-carboxylic acid FC=1C=C(C=CC1C(C)C)NC(=O)N1[C@H](CCC1)C(=O)NC1=CC=C(C=C1)C1=CC(=C(C=C1)C(=O)O)OC